C1(CCCCC1)C1=CC=C(C=C1)N(C1=CC=2C3(C4=CC=CC=C4C2C=C1)CCCCC3)C3=CC=C(C=C3)C3CCCCC3 N,N-bis(4-cyclohexylphenyl)-N-(spiro[cyclohexane-1,9'[9H]-fluoren]-2'-yl)amine